5-methyl-1-(pyrazin-2-yl)pyridin-2(1H)-one CC=1C=CC(N(C1)C1=NC=CN=C1)=O